4-chloro-1-(3-(pyrrolidin-1-ylmethyl)benzyl)-1,3-dihydro-2H-imidazo[4,5-c]quinolin-2-one ClC1=NC=2C=CC=CC2C2=C1NC(N2CC2=CC(=CC=C2)CN2CCCC2)=O